C1(CC1)C1(CC(C1)C=1C=C(C=C2C=NC(=NC12)NC1CCN(CC1)S(=O)(=O)C)C(F)(F)F)O 1-cyclopropyl-3-(2-((1-(methylsulfonyl)piperidin-4-yl)amino)-6-(trifluoromethyl)quinazolin-8-yl)cyclobutan-1-ol